Cl.NCCOCCOCC(=O)N1CCC(CC1)[C@@H]1CCNC=2N1N=C(C2C(=O)N)C2=CC=C(C=C2)OC2=CC=CC=C2 (S)-7-(1-(2-(2-(2-aminoethoxy)ethoxy)acetyl)piperidin-4-yl)-2-(4-phenoxyphenyl)-4,5,6,7-tetrahydropyrazolo[1,5-a]pyrimidine-3-carboxamide hydrochloride